ethyl-3-(spiro[2.2]pentan-1-yl)-1H-pyrazole C(C)N1N=C(C=C1)C1CC12CC2